(R)-1-((S)-7-((R)-1-Methoxyethyl)-7,8-dihydro-6H-pyrimido[5,4-b][1,4]oxazin-4-yl)-N-methylpyrrolidin-3-amine hydrochloride salt Cl.CO[C@H](C)[C@H]1NC2=C(OC1)C(=NC=N2)N2C[C@@H](CC2)NC